C(C)C1=C(C(=C(C(=C1CC)CC)O)C)C 4,5,6-triethyl-2,3-dimethylphenol